IC=1C=C(OCCO)C=CC1 2-(3-iodophenoxy)ethan-1-ol